(R)-8,8-dimethyl-2-(1H-indol-4-yl)-7-benzoyl-4-(3-methylmorpholin-4-yl)-5,6,7,8-tetrahydropyrido[3,4-d]pyrimidine CC1(N(CCC2=C1N=C(N=C2N2[C@@H](COCC2)C)C2=C1C=CNC1=CC=C2)C(C2=CC=CC=C2)=O)C